4-fluoro-5-(1H-pyrazol-1-yl)-2-(5-(1-(2,2,6,6-tetramethylpiperidin-4-yl)vinyl)pyrazin-2-yl)phenol FC1=CC(=C(C=C1N1N=CC=C1)O)C1=NC=C(N=C1)C(=C)C1CC(NC(C1)(C)C)(C)C